7-fluoro-1-isopropyl-3-methyl-8-(6-((2-(4-methylpiperazin-1-yl)ethoxy)methyl)pyridin-3-yl)-1,3-dihydro-2H-imidazo[4,5-c]cinnolin-2-one FC=1C(=CC=2C3=C(N=NC2C1)N(C(N3C(C)C)=O)C)C=3C=NC(=CC3)COCCN3CCN(CC3)C